ClC1=CC=C2C(=N1)NC=C2S(=O)(=O)NC=2C(=NC=C(C2)F)OC 6-Chloro-N-(5-fluoro-2-methoxypyridin-3-yl)-1H-pyrrolo[2,3-b]pyridine-3-sulfonamide